C(N)(=O)CC[C@@H](C(NC(C1=CC=CC=C1)C1=CC=CC=C1)=O)NC(OCC1C2=CC=CC=C2C=2C=CC=CC12)=O 9H-fluoren-9-ylmethyl N-[(1S)-3-carbamoyl-1-(diphenylmethylcarbamoyl) propyl]carbamate